N[C@@H](C)C(=O)OCCN(C(C)C)C(C)C 2-(diisopropylamino)ethyl L-alaninate